COC=1C=C2C(=NC(=NC2=CC1OCCCN1CCCC1)N1CCN(CCC1)C)NC1CCN(CC1)C 6-methoxy-2-(4-methyl-1,4-diazepan-1-yl)-N-(1-methylpiperidin-4-yl)-7-(3-(pyrrolidin-1-yl)propoxy)quinazolin-4-amine